(R)-N-(3,3-difluoro-1-methylpiperidin-4-yl)-4-methoxy-5-(2-methyl-1-(2,2,2-trifluoroethyl)-1H-benzo[d]imidazol-6-yl)pyrrolo[2,1-f][1,2,4]triazin-2-amine FC1(CN(CC[C@H]1NC1=NN2C(C(=N1)OC)=C(C=C2)C=2C=CC1=C(N(C(=N1)C)CC(F)(F)F)C2)C)F